ClC1=C(OCCC(=O)N[C@@H](CC2=CC=CC=C2)B(O)O)C(=CC=C1C=C(C(=O)N(C)C)C#N)Cl (R)-(1-(3-(2,6-dichloro-3-(2-cyano-3-(dimethylamino)-3-oxoprop-1-en-1-yl)phenoxy)propanamido)-2-phenylethyl)boronic acid